(1S,2R)-2-((S)-1-((1,3-dioxoisoindolin-2-yl)methyl)-8-(4-(methylamino)-4-oxobutoxy)-1,2,3,4-tetrahydroisoquinoline-2-carbonyl)cyclohexane-1-carboxylic acid O=C1N(C(C2=CC=CC=C12)=O)C[C@H]1N(CCC2=CC=CC(=C12)OCCCC(=O)NC)C(=O)[C@H]1[C@H](CCCC1)C(=O)O